(2r,3r,4s,5r)-2-(2-chloro-6-spiro[inden-2,4'-piperidine]-1'-yl-purin-9-yl)-5-(hydroxymethyl)tetrahydrofuran-3,4-diol ClC1=NC(=C2N=CN(C2=N1)[C@@H]1O[C@@H]([C@H]([C@H]1O)O)CO)N1CCC2(CC1)C=C1C=CC=CC1=C2